Diethyl [4-(3,6-diiodo-9H-carbazol-9-yl)butyl]phosphonate IC=1C=CC=2N(C3=CC=C(C=C3C2C1)I)CCCCP(OCC)(OCC)=O